FC1(CN(C[C@H]1NC1=NN2C(C(=N1)OC)=C(C=C2)C=2C=C(C1=C(N(C=N1)CCF)C2)F)C(C)=O)F (R)-1-(3,3-difluoro-4-((5-(4-fluoro-1-(2-fluoroethyl)-1H-benzo[d]imidazol-6-yl)-4-methoxypyrrolo[2,1-f][1,2,4]triazin-2-yl)amino)pyrrolidin-1-yl)ethan-1-one